ClC1=C(C=CC(=C1Cl)C)N1[C@@H](CN(CC1)CC[C@@H]1CC[C@H](CC1)NC(COC)=O)C N-(trans-4-(2-((R)-4-(2,3-dichloro-4-methylphenyl)-3-methylpiperazin-1-yl)ethyl)cyclohexyl)-2-methoxyacetamide